C(CCCCCCCCCCCCCCC)(=O)C([NH+](CCO)CC)C(CCCCCCCCCCCCCCC)=O di-palmitoylethylhydroxyethylmethylammonium